4'-fluoro-2'-nitroacetanilide FC1=CC(=C(NC(C)=O)C=C1)[N+](=O)[O-]